FC(CN1N=NC2=C1C=C(C=C2)C=2C=CN1N=C(N=C(C12)OC)NC1CCC(N(C1)C)=O)F 5-((5-(1-(2,2-difluoroethyl)-1H-benzo[d][1,2,3]triazol-6-yl)-4-methoxypyrrolo[2,1-f][1,2,4]triazin-2-yl)amino)-1-methylpiperidin-2-one